CC(C)C(CCCCC)C 2,3-dimethyloctane